6-Chloro-7-cyclopropyl-1H-indazole-3-amine ClC1=CC=C2C(=NNC2=C1C1CC1)N